2-((5-fluoro-2-hydroxypyridin-3-yl)methyl)isoindole-1,3-dione FC=1C=C(C(=NC1)O)CN1C(C2=CC=CC=C2C1=O)=O